2-[4-(2-oxocyclopent-1-ylmethyl)phenyl]propionic acid O=C1C(CCC1)CC1=CC=C(C=C1)C(C(=O)O)C